N12CCN(C(CC1)CC2)C(=O)N2N=C(C1=C2CCOC1)N1N=CC(=C1)C(F)(F)F (1,4-diazabicyclo[3.2.2]nonan-4-yl)(3-(4-(trifluoromethyl)-1H-pyrazol-1-yl)-6,7-dihydro-pyrano[4,3-c]pyrazol-1(4H)-yl)methanone